C(C1=CC=CC=C1)N(CCC(=O)OC)CCC(=O)OC methyl 3-[benzyl(3-methoxy-3-oxopropyl)amino]propanoate